ClC=1C=C(C2=C(C=C(C(O2)C(F)(F)F)C(=O)O)C1)C(C)C 6-chloro-8-(1-methylethyl)-2-trifluoromethyl-2H-1-benzopyran-3-carboxylic acid